(3,3-diethoxypropyl)dimethylamine C(C)OC(CCN(C)C)OCC